NC=1C=C2C(=CC(N(C2=CC1)C)=O)NC1(CC1)C#N 1-((6-amino-1-methyl-2-oxo-1,2-dihydroquinolin-4-yl)amino)cyclopropane-1-carbonitrile